rac-(R)-4-((1-(3-(difluoromethyl)-2-fluorophenyl)ethyl)amino)-6-(1-(2-fluoroacetyl)-4-hydroxypiperidin-4-yl)-2-methylpyrido[2,3-d]pyrimidin-7(8H)-one FC(C=1C(=C(C=CC1)[C@@H](C)NC=1C2=C(N=C(N1)C)NC(C(=C2)C2(CCN(CC2)C(CF)=O)O)=O)F)F |r|